(S)-6-((1-(5-fluoro-2,3-dihydrobenzofuran-4-yl)ethyl)amino)-3-isopropylpyrimidine-2,4(1H,3H)-dione FC=1C=CC2=C(CCO2)C1[C@H](C)NC1=CC(N(C(N1)=O)C(C)C)=O